2-(2-hydroxyphenoxy)-N-phenyl-N-(thiophen-2-ylmethyl)acetamide OC1=C(OCC(=O)N(CC=2SC=CC2)C2=CC=CC=C2)C=CC=C1